Cl.NC1CC(C1)OC=1C=C2C(=NC=NC2=CC1O)NC1=C(C(=C(C=C1)Cl)Cl)F 6-((1s,3s)-3-aminocyclobutoxy)-4-((3,4-dichloro-2-fluorophenyl)amino)quinazolin-7-ol hydrochloride